2-phenylpyrrolidin C1(=CC=CC=C1)C1NCCC1